CC=1C=2C(C(=NN1)N[C@H](C)C1=C(C(=CC=C1)C(F)(F)F)C)=CN(C(C2)=O)C2(CC2)C (R)-1-methyl-4-((1-(2-methyl-3-(trifluoromethyl)phenyl)ethyl)amino)-6-(1-methylcyclopropyl)pyrido[3,4-d]pyridazin-7(6H)-one